1-(9-fluorenyl)-2-bromoethane C1=CC=CC=2C3=CC=CC=C3C(C12)CCBr